1-(7-(azetidin-1-yl)-10-(4-(chloromethyl)phenyl)-5,5-dimethyldibenzo[b,e]silin-3(5H)-ylidene)azetidin-1-ium chloride [Cl-].N1(CCC1)C1=CC2=C(C(=C3C([Si]2(C)C)=CC(C=C3)=[N+]3CCC3)C3=CC=C(C=C3)CCl)C=C1